2-morpholinoethyl-2-phenoxy-2-methylpropionate O1CCN(CC1)CCOC(C(C)(C)OC1=CC=CC=C1)=O